1-isopropyl-1H-pyrrolo[3,2-b]pyridine-3-carboxamide C(C)(C)N1C=C(C2=NC=CC=C21)C(=O)N